3-(6-(3-methoxyphenyl)-5,7-dimethyl-1-oxo-1H-pyrrolo[3,4-d]pyridazin-2(6H)-yl)benzamide COC=1C=C(C=CC1)N1C(=C2C(N(N=CC2=C1C)C=1C=C(C(=O)N)C=CC1)=O)C